ClC1=C(C=C(C=C1)F)C1=CC=C(N=N1)NC1C[C@@H]2[C@@H](CN(C2)C2CC(OCC2)(C)C)C1 (3aR,5s,6aS)-N-(6-(2-chloro-5-fluorophenyl)pyridazin-3-yl)-2-(2,2-dimethyltetrahydro-2H-pyran-4-yl)octahydrocyclopenta[c]pyrrol-5-amine